C(C(=C)C)(=O)OC1=C(C=C(C=C1OC)/C=C/C(CCC(=O)O)=O)OC (E)-6-(4-(methacryloxy)-3,5-dimethoxyphenyl)-4-oxohex-5-enoic acid